benzyl 4-(4-(1-ethoxy-2-methyl-1-oxopropan-2-yl)oxazol-2-yl)cyclohexanecarboxylate C(C)OC(C(C)(C)C=1N=C(OC1)C1CCC(CC1)C(=O)OCC1=CC=CC=C1)=O